COC(=O)C1=CC=NC2=CC=C(C=C12)Br.S1C=NC(=C1)CN1CCN(CC1)C1=C(C=C(C=C1)C(F)(F)F)NC(=O)C=1OC=CC1 N-(2-(4-(thiazol-4-ylmethyl)piperazin-1-yl)-5-(trifluoromethyl)-phenyl)furan-2-carboxamide methyl-6-bromoquinoline-4-carboxylate